methyl 7-(4-benzyloxyphenoxy)-1-methyl-indazole-5-carboxylate C(C1=CC=CC=C1)OC1=CC=C(OC=2C=C(C=C3C=NN(C23)C)C(=O)OC)C=C1